[Na+].P(OC1=CC=C(C=C1)CNC1=CC=NC2=CC(=C(C=C12)OC)OC)([O-])=O (4-(((6,7-Dimethoxyquinolin-4-yl) amino) methyl) phenyl) phosphonate sodium salt